N-({4-amino-1-methyl-1H-pyrazolo[4,3-c]quinolin-7-yl}methyl)-N-(4-fluoro-2-methanesulfonylphenyl)-2-(4-methoxypiperidin-1-yl)-1,3-thiazole-5-carboxamide NC1=NC=2C=C(C=CC2C2=C1C=NN2C)CN(C(=O)C2=CN=C(S2)N2CCC(CC2)OC)C2=C(C=C(C=C2)F)S(=O)(=O)C